(R)-N-((R)-1-(5-fluoro-2-methoxypyridin-3-yl)but-3-enyl)-2-methylpropane-2-sulfinamide FC=1C=C(C(=NC1)OC)[C@@H](CC=C)N[S@](=O)C(C)(C)C